(R)-1-[5-(1,2-dithiolan-3-yl)pentan-1-yl]-1H-1,2,3-triazole S1S[C@@H](CC1)CCCCCN1N=NC=C1